C(C)(C)NCC1CN(CC1)C(=O)C=1C(=NC(=CC1C)C(F)(F)F)C1=C2C(=NC=C1)C=C(S2)CN2C(C1C(C1C2=O)(C)C)=O 3-((7-(3-(3-((isopropylamino)methyl)pyrrolidine-1-carbonyl)-4-methyl-6-(trifluoromethyl)pyridin-2-yl)thieno[3,2-b]pyridin-2-yl)methyl)-6,6-dimethyl-3-azabicyclo[3.1.0]hexane-2,4-dione